N[C@H]1C2N(CC1CC2)C(=O)C2=CC1=C(C(=C(O1)C1=CC=3C(=NC(=CC3)C)N1CC1CC1)C)C=C2 ((7R)-7-amino-2-azabicyclo[2.2.1]hept-2-yl)(2-(1-(cyclopropylmethyl)-6-methyl-1H-pyrrolo[2,3-b]pyridin-2-yl)-3-methylbenzofuran-6-yl)methanone